C(C)(=O)ON=CC ethanone-1-(O-acetyloxime)